C(CC(O)(C(=O)O)CC(=O)O)(=O)O.CC1=NC=CC=C1 2-methylpyridine citrate